8-[(4-Fluoro-piperidin-4-ylmethyl)-amino]-6-thiazol-5-yl-imidazo[1,2-a]pyrazine-2-carboxylic acid amide FC1(CCNCC1)CNC=1C=2N(C=C(N1)C1=CN=CS1)C=C(N2)C(=O)N